1-piperidinpropionic acid N1(CCCCC1)CCC(=O)O